C(O)(O)=O.C(O)(O)=O.CC(C)CCC[C@@H](C)[C@H]1CC[C@H]2[C@@H]3CC=C4C[C@@H](O)CC[C@]4(C)[C@H]3CC[C@]12C cholesterol carbonate (carbonate)